FC1(CCN(CC1)C1=NC(=CC(=N1)C#N)C)F 2-(4,4-difluoropiperidin-1-yl)-6-methylpyrimidin-4-carbonitrile